NC1=CC=C(C=C1)N1C(N(C(C=2C1=C(C(N(C2NC2=C(C=C(C=C2)I)F)C)=O)C)=O)C2CC2)=O 1-(4-aminophenyl)-3-cyclopropyl-5-(2-fluoro-4-iodo-anilino)-6,8-dimethyl-pyrido[4,3-d]pyrimidine-2,4,7-trione